8-Amino-N-(4-(diethylamino)butyl)-3-(2-methyl-5-(methylsulfonyl)phenyl)imidazo[1,2-a]pyrazine-6-carboxamide Trifluoroacetate Salt FC(C(=O)O)(F)F.NC=1C=2N(C=C(N1)C(=O)NCCCCN(CC)CC)C(=CN2)C2=C(C=CC(=C2)S(=O)(=O)C)C